3-benzoyl-1-((1-(difluoromethyl)cyclopropyl)methyl)pyrimidine-2,4(1H,3H)-dione C(C1=CC=CC=C1)(=O)N1C(N(C=CC1=O)CC1(CC1)C(F)F)=O